ClC1=CC=C2C(=N1)N=C(O2)N2CC=1N=CN=CC1C2 5-chloro-2-(5,7-dihydropyrrolo[3,4-d]pyrimidin-6-yl)oxazolo[4,5-b]pyridine